BrC1=C(C=CC=C1)C1=C(C(=CC=C1)OCCCN1CCC(CC1)O)C 2-bromo-3'-(3-(4-hydroxypiperidin-1-yl)propoxy)-2'-methyl-[1,1'-biphenyl]